C(C)OC1CCC(CC1)OC[C@H]1[C@H](CCC2=CC=C(C(N12)=O)C)NS(=O)(=O)C |r| N-[(3SR,4RS)-4-({[4-ethoxycyclohexyl]oxy}methyl)-7-methyl-6-oxo-1,3,4,6-tetrahydro-2H-quinolizin-3-yl]methanesulfonamide